1,1,3,3-Tetramethyl-1,3-divinyldisiloxan C[Si](O[Si](C=C)(C)C)(C=C)C